N-[4-fluoro-5-(2-morpholin-4-ylpyrimidin-5-yl)-2-[rac-(3R,4R)-3-fluoro-4-[2-methoxyethyl-(methyl)amino]pyrrolidin-1-yl]phenyl]-1-methyl-6-oxo-4-(trifluoromethyl)pyridine-3-carboxamide FC1=CC(=C(C=C1C=1C=NC(=NC1)N1CCOCC1)NC(=O)C1=CN(C(C=C1C(F)(F)F)=O)C)N1C[C@H]([C@@H](C1)N(C)CCOC)F |r|